CN1N=NC2=C1C=CC(=C2C)[C@H](CC(=O)OCC)C=2C=C1CCCC1=C(C2)CN2S(C1=C(C[C@@H](C2)CC)C=CC=C1)(=O)=O |o1:33| ethyl (3R)-3-(1,4-dimethyl-1H-benzotriazol-5-yl)-3-(7-{[(4S*)-4-ethyl-1,1-dioxido-4,5-dihydro-1,2-benzothiazepine-2(3H)-yl]methyl}-2,3-dihydro-1H-inden-5-yl)propanoate